C(C=1C(O)=CC=CC1)(=O)NNC(C)=O N-salicyloyl-N'-acetylhydrazine